C1(CC1)C1=C(N=CC(=N1)C(=O)OC)O methyl 6-cyclopropyl-5-hydroxypyrazine-2-carboxylate